N(=C=O)CC(C(CCN=C=O)N=C=O)(C)C 1-isocyanato-3,5-diisocyanato-2,2-dimethylpentane